2-methyl-N-{4-[(Z)-(4-nitrophenyl)diazenyl]phenyl}prop-2-enamide CC(C(=O)NC1=CC=C(C=C1)\N=N/C1=CC=C(C=C1)[N+](=O)[O-])=C